1,2,3-propanetrisulfonic acid C(C(CS(=O)(=O)O)S(=O)(=O)O)S(=O)(=O)O